methyl 2-methoxy-3-(4,4,5,5-tetramethyl-1,3,2-dioxaborolan-2-yl)benzoate COC1=C(C(=O)OC)C=CC=C1B1OC(C(O1)(C)C)(C)C